3-methyl-N-(4-methyl-6-(1H-pyrazol-1-yl)pyridin-3-yl)-1-(tetrahydro-2H-pyran-4-yl)-1H-pyrazolo[3,4-d]pyrimidin-6-amine CC1=NN(C2=NC(=NC=C21)NC=2C=NC(=CC2C)N2N=CC=C2)C2CCOCC2